C(CCCCCCC)(=O)[O-].[Zr+4].C(CCCCCCC)(=O)[O-].C(CCCCCCC)(=O)[O-].C(CCCCCCC)(=O)[O-] Zirconium(IV) n-octanoat